[Si]([O-])([O-])([O-])[O-].[K+].[Al+3].[Na+] sodium aluminum potassium silicate salt